2-(3,4-epoxycyclohexyl)ethyl-silane C1(CC2C(CC1)O2)CC[SiH3]